ClC=1C=C2C(=NC1)N(C=C2C2=CC(=NC=C2C)C)S(=O)(=O)C2=CC=C(C)C=C2 5-chloro-3-(2,5-dimethylpyridin-4-yl)-1-tosyl-1H-pyrrolo[2,3-b]pyridine